FC=1C=C(O[C@@H]2C[C@H](C2)N2N=C3N(C2=O)[C@@H](CC3)C3=CC(=CC(=C3)F)F)C=CC1F (5S)-2-[trans-3-(3,4-difluorophenoxy)cyclobutyl]-5-(3,5-difluorophenyl)-2,5,6,7-tetrahydro-3H-pyrrolo[2,1-c][1,2,4]triazol-3-one